8-[(1-acetyl-4-piperidinyl)oxy]-4-[(2R)-3-(3,4-dihydro-1H-isoquinolin-2-yl)-2-hydroxy-propyl]-2,3-dihydro-1,4-benzoxazepin-5-one C(C)(=O)N1CCC(CC1)OC1=CC2=C(C(N(CCO2)C[C@@H](CN2CC3=CC=CC=C3CC2)O)=O)C=C1